FC1(CNCC2=C1N=C(NC2=O)C2(CC2)C2=CC=CC=C2)F 8,8-difluoro-2-(1-phenylcyclopropyl)-5,6,7,8-tetrahydropyrido[4,3-d]pyrimidin-4(3H)-one